C(C)(C)(C)OC(=O)NC(C(=O)OC)C=1N=CN(C1)CC(=O)OC(C)(C)C methyl [(tert-butoxycarbonyl)amino][1-(2-tert-butoxy-2-oxoethyl)-1H-imidazol-4-yl]acetate